(R)-N-(5-cyano-4-((1-methoxypropane-2-yl)amino)pyridine-2-yl)pyridine C(#N)C=1C(=CC(=NC1)N1CC=CC=C1)N[C@@H](COC)C